(S)-3-(1-oxo-5-(2,7-diazaspiro[3.5]nonane-2-yl)isoindol-2-yl)piperidin-2,6-dione O=C1N(CC2=CC(=CC=C12)N1CC2(C1)CCNCC2)[C@@H]2C(NC(CC2)=O)=O